CN(S(OC1=C(C=CC=C1)C(=O)N1CCC2=NC(=CC=C21)S(=O)(=O)Cl)(=O)=O)C 2-(5-(chlorosulfonyl)-2,3-dihydro-1H-pyrrolo[3,2-b]pyridine-1-carbonyl)phenyl dimethylsulfamate